pyrrole-1-formic acid N1(C=CC=C1)C(=O)O